6-(3-fluoro-3-(fluoromethyl)azetidin-1-yl)quinoline-4-carboxylic acid methyl ester COC(=O)C1=CC=NC2=CC=C(C=C12)N1CC(C1)(CF)F